7-(1-(2-fluoro-6-methylphenyl)piperidin-4-yl)-5-((3-((tetrahydro-2H-pyran-2-yl)oxy)pyrazin-2-yl)methyl)pyrido[2,3-b]pyrazin-6(5H)-one FC1=C(C(=CC=C1)C)N1CCC(CC1)C1=CC=2C(=NC=CN2)N(C1=O)CC1=NC=CN=C1OC1OCCCC1